2-[6-[3-methanesulfonyl-4-(trifluoromethyl)benzyl]-2-azaspiro[3.3]heptane-2-carbonyl]-7-oxa-2,5-diazaspiro[3.4]octan-6-one CS(=O)(=O)C=1C=C(CC2CC3(CN(C3)C(=O)N3CC4(C3)NC(OC4)=O)C2)C=CC1C(F)(F)F